8,8'-(benzylazanediyl)bis(N,N-didecyloctanamide) C(C1=CC=CC=C1)N(CCCCCCCC(=O)N(CCCCCCCCCC)CCCCCCCCCC)CCCCCCCC(=O)N(CCCCCCCCCC)CCCCCCCCCC